(phenanthrenyl)(dimethylfluorenyl)amine C1(=CC=CC=2C3=CC=CC=C3C=CC12)NC1=C(C(=CC=2C3=CC=CC=C3CC12)C)C